2-(6-(1,4-Dimethyl-1H-1,2,3-triazol-5-yl)-1-methyl-4-(phenyl(tetrahydro-2H-pyran-4-yl)methyl)-1,4-dihydropyrazolo[3',4':4,5]pyrrolo[3,2-b]pyridin-3-yl)propan-2-ol CN1N=NC(=C1C=1C=C2C(=NC1)C1=C(N2C(C2CCOCC2)C2=CC=CC=C2)C(=NN1C)C(C)(C)O)C